1,4-disulfanylbutane-2,3-diol SCC(C(CS)O)O